4-(3-hydroxyprop-1-enyl)-2-methoxyphenol OCC=CC1=CC(=C(C=C1)O)OC